ClC=1C=C(C=CC1Cl)N1CC(N(CC1)C(=O)C1=CC(NC2=CC=C(C=C12)C)=O)C(=O)NCC1OCCC1 4-(3,4-dichlorophenyl)-1-(6-methyl-2-oxo-1,2-dihydroquinoline-4-carbonyl)-N-((tetrahydrofuran-2-yl)methyl)piperazine-2-carboxamide